C(C)C1=NC(=NO1)C=1C=C2CC[C@H](C2=CC1)NC(C1=C(C(=CC=C1)CO)F)=O (R)-N-(5-(5-ethyl-1,2,4-oxadiazol-3-yl)-2,3-dihydro-1H-inden-1-yl)-2-fluoro-3-(hydroxymethyl)benzamide